CS(=O)(=O)N1C(COCC1)C(=O)N 4-(methylsulfonyl)morpholine-3-carboxamide